1-(2-(4'-Fluoro-2'-(4-methyl-4H-1,2,4-triazol-3-yl)-[1,1'-biphenyl]-3-yl)-7-(trifluoromethyl)benzo[d]oxazol-5-yl)-N-((1-isobutylcyclobutyl)methyl)methanamine FC1=CC(=C(C=C1)C1=CC(=CC=C1)C=1OC2=C(N1)C=C(C=C2C(F)(F)F)CNCC2(CCC2)CC(C)C)C2=NN=CN2C